2-(3'-(3-((S)-2-hydroxy-3-(3-(N-methylsulfamoyl)phenoxy)propylamino)-1-oxa-8-azaspiro[4.5]decan-8-ylsulfonyl)biphenyl-4-yl)acetic acid O[C@@H](CNC1COC2(C1)CCN(CC2)S(=O)(=O)C=2C=C(C=CC2)C2=CC=C(C=C2)CC(=O)O)COC2=CC(=CC=C2)S(NC)(=O)=O